2-{5-(6-(1,1'-biphenyl-3-yl)-dibenzothiophene-4-yl)-1,1'-biphenyl-3-yl}-4,6-diphenyl-1,3,5-triazine C1(=CC(=CC=C1)C1=CC=CC=2C3=C(SC21)C(=CC=C3)C=3C=C(C=C(C3)C3=CC=CC=C3)C3=NC(=NC(=N3)C3=CC=CC=C3)C3=CC=CC=C3)C3=CC=CC=C3